FC(N1C(=NN(C1=O)C=1C=C(C=CC1)N(S(=O)(=O)C)S(=O)(=O)C)C)F N-(3-(4-(difluoromethyl)-3-methyl-5-oxo-4,5-dihydro-1H-1,2,4-triazol-1-yl)phenyl)-N-(methylsulfonyl)methanesulfonamide